N(=[N+]=[N-])CN1C(C=C(C=C1C)Br)=O 1-(azidomethyl)-4-bromo-6-methylpyridin-2(1H)-one